undec-5-ene-2,9-diol CC(CCC=CCCC(CC)O)O